FC(CC)(F)C=1C=C(C=CC1)NC(/C(/C(C)=O)=N/O)=O (E)-N-(3-(1,1-difluoropropyl)phenyl)-2-(hydroxyimino)-3-oxobutanamide